S1C(=NC2=C1C=CC=C2)[C@H]2N(C[C@@H](C2)O)C([C@H](C(C)C)N2N=NC(=C2)C(=O)N(C)C)=O 1-((S)-1-((2S,4r)-2-(benzo[d]thiazol-2-yl)-4-hydroxypyrrolidin-1-yl)-3-methyl-1-oxobutan-2-yl)-N,N-dimethyl-1H-1,2,3-triazole-4-carboxamide